4-(5-chloro-3-(2,2,2-trifluoroethyl)-3H-imidazo[4,5-b]pyridin-7-yl)morpholine ClC1=CC(=C2C(=N1)N(C=N2)CC(F)(F)F)N2CCOCC2